ClC1=C2C=C(NC2=CC=C1Cl)C(=O)N1C2CN(C(C1)CC2)C(C)=O 1-(5-(4,5-dichloro-1H-indole-2-carbonyl)-2,5-diazabicyclo[2.2.2]octan-2-yl)ethan-1-one